O[C@@H](C\C=C/CCCCCCCC(=O)O)CCCCCC (9Z,12R)-12-hydroxy-9-octadecenoic acid